CC(CCCCCCC)(N)N methyl-octanediamine